6-(4-cyclopropyl-6-methoxypyrimidin-5-yl)-1-((5-(1-isopropyl-4-(trifluoromethyl)-1H-imidazol-2-yl)thiophen-2-yl)methyl)-1H-pyrazolo[3,4-d]pyrimidine C1(CC1)C1=NC=NC(=C1C1=NC=C2C(=N1)N(N=C2)CC=2SC(=CC2)C=2N(C=C(N2)C(F)(F)F)C(C)C)OC